4-Nitrophenyl (3-(6-oxo-5-(trifluoromethyl)-1,6-dihydropyridin-3-yl)phenyl) carbonate C(OC1=CC=C(C=C1)[N+](=O)[O-])(OC1=CC(=CC=C1)C1=CNC(C(=C1)C(F)(F)F)=O)=O